(S)-5-(2-(2-((5-chloro-2-(1H-tetrazol-1-yl)phenyl)amino)-2-oxoacetamido)-3-phenylpropionamido)-1H-indole-2-carboxylic acid tert-butyl ester C(C)(C)(C)OC(=O)C=1NC2=CC=C(C=C2C1)NC([C@H](CC1=CC=CC=C1)NC(C(=O)NC1=C(C=CC(=C1)Cl)N1N=NN=C1)=O)=O